COC(=O)C1=NNC=C1C=O 4-formylpyrazole-3-carboxylic acid methyl ester